OCCN1N=CC(=C1)C1=CN2C(S1)=C(C=N2)C(=O)N 2-(1-(2-hydroxyethyl)-1H-pyrazol-4-yl)pyrazolo[5,1-b]Thiazole-7-carboxamide